(-)-4,4-difluoro-2-(4-fluorophenyl)-N-{4-[7-(pyridin-2-yl)-5H-pyrrolo[3,2-d]pyrimidin-6-yl]pyridin-2-yl}butanamide FC(CC(C(=O)NC1=NC=CC(=C1)C1=C(C=2N=CN=CC2N1)C1=NC=CC=C1)C1=CC=C(C=C1)F)F